OC=1C=CC=2[C@@H]3OC4=C(C(=CC=C4[C@@H]3COC2C1)C)C 3-hydroxy-9,10-dimethylpterocarpan